C1(CCCCC1)C1=NC2=CC=CC=C2C(=C1)C1CCCCC1 2,4-dicyclohexylquinoline